CC1=NN2C(C=C(C=C2)OCC2=NC=CC=C2)=C1C(=O)OCC ethyl 2-methyl-5-(pyridin-2-ylmethoxy)pyrazolo[1,5-a]pyridine-3-carboxylate